1-(4-(tert-butoxy)-4-oxobutyl)-4-(ethoxycarbonyl)-1,4-dimethylpiperidin-1-ium iodide [I-].C(C)(C)(C)OC(CCC[N+]1(CCC(CC1)(C)C(=O)OCC)C)=O